tetra-methylolphosphorus hydrochloride Cl.C(O)[P](CO)(CO)CO